coumarineselon O1C(=O)C(CC2=CC=CC=C12)=[Se]